F[C@H]1CN(C[C@H]([C@H]1O)OC)C1=NC=CC(=N1)NC=1N=CC2=C(C=CC(=C2C1)C(C)C)N1CC(C1)CS(=O)(=O)C (3S,4R,5R)-3-fluoro-1-(4-((5-isopropyl-8-(3-((methylsulfonyl)methyl)azetidin-1-yl)isoquinolin-3-yl)amino)pyrimidin-2-yl)-5-methoxy-piperidin-4-ol